CC1=NOC(=C1C1=CC=C2C=3N(C(COC31)C=3C=NC=C(C3)F)C(N2)=O)C 7-(3,5-dimethylisoxazol-4-yl)-4-(5-fluoropyridin-3-yl)-4,5-dihydroimidazo[1,5,4-de][1,4]benzoxazin-2(1H)-one